O1COC2=C1C=CC(=C2)[Sn](C)(C)C benzo[d][1,3]dioxolan-5-yl-trimethylstannane